COC1=C2CCN(CC2=CC(=C1)C=1N=C2C(=NC1)N(C=C2C2=CC=C(C=C2)C(=O)N2C[C@H](CC2)NC)S(=O)(=O)C2=CC=C(C)C=C2)C (S)-(4-(2-(5-methoxy-2-methyl-1,2,3,4-tetrahydroisoquinolin-7-yl)-5-tosyl-5H-pyrrolo[2,3-b]pyrazin-7-yl)phenyl)(3-(methylamino)pyrrolidin-1-yl)methanone